[Na].[Mn].[Fe].[Ni].FC(C=1C(=C(C=CC1)[C@@H](C)NC1=C(C(=NC(=N1)C)CC(=O)NN1CCN(CC1)C)C1OCCO1)F)F (R)-2-(6-((1-(3-(difluoromethyl)-2-fluorophenyl)ethyl)amino)-5-(1,3-dioxolan-2-yl)-2-methylpyrimidin-4-yl)-N-(4-methylpiperazin-1-yl)acetamide nickel-iron-manganese sodium salt